3-acetyl-2,5-dimethylfuran C(C)(=O)C1=C(OC(=C1)C)C